ClC1=C(C=C(C(=C1)Cl)OC)B(O)O (2,4-dichloro-5-methoxyphenyl)boronic acid